1-(trans-4-aminocyclohexyl)-3-benzyl-1-(2'-methoxy-5,5'-bipyrimidin-2-yl)urea tert-Butyl-3-((tert-butyldiphenylsilyl)oxy)-5-ethynylpiperidine-1-carboxylate C(C)(C)(C)OC(=O)N1CC(CC(C1)C#C)O[Si](C1=CC=CC=C1)(C1=CC=CC=C1)C(C)(C)C.N[C@@H]1CC[C@H](CC1)N(C(=O)NCC1=CC=CC=C1)C1=NC=C(C=N1)C=1C=NC(=NC1)OC